C(C)C1CCC=2N1N=C(N2)C(=O)N[C@H]2COC1=C(NC2=O)C(=CC(=C1)C)F 5-ethyl-N-[(3S)-6-fluoro-8-methyl-4-oxo-3,5-dihydro-2H-1,5-benzoxazepine-3-yl]-6,7-dihydro-5H-pyrrolo[1,2-b][1,2,4]Triazole-2-carboxamide